4,6-dimethoxypyrimidine-5-sulfonyl chloride COC1=NC=NC(=C1S(=O)(=O)Cl)OC